FC1=C(C=CC=C1)C1=CC=C(C=C1)C#N 2'-fluoro-[1,1'-biphenyl]-4-carbonitrile